C(C1=CC=CC=C1)OC(=O)N1CCC2(C[C@@H]2C(=O)O)CC1 (S)-6-((benzyloxy)carbonyl)-6-azaspiro[2.5]octane-1-carboxylic acid